S1C=CC2=C1C=CC(=C2)CCN2CCC(CC2)(F)F 1-[2-(benzothien-5-yl)ethyl]-4,4-difluoropiperidine